O1C=CC2=C1C=CC(=C2)C2=C(NC1=C(C(=O)O)C=CC=C1)C=CC=C2Cl 2-(2-(benzofuran-5-yl)-3-chloroanilino)benzoic acid